5-(3-(piperidine-1-carbonyl)pyrazolo[1,5-a]pyridine-7-yl)-N-(Pyridin-4-yl)picolinamide N1(CCCCC1)C(=O)C=1C=NN2C1C=CC=C2C=2C=CC(=NC2)C(=O)NC2=CC=NC=C2